C(ON1C(CCC1=O)=O)(O[C@@H]1[C@H](CCCC1)C1=CC=CC=C1)=O 2,5-dioxopyrrolidin-1-yl ((1S,2R)-2-phenylcyclohexyl) carbonate